2-[4-[[2-[3-(aminomethyl)-3-methyl-azetidin-1-yl]-5-fluoro-4-pyridinyl]oxy]-3-fluoro-phenyl]-4-[(2,6-difluorophenyl)methyl]-1,2,4-triazol-3-one NCC1(CN(C1)C1=NC=C(C(=C1)OC1=C(C=C(C=C1)N1N=CN(C1=O)CC1=C(C=CC=C1F)F)F)F)C